arsenous acid iron [Fe].[As](O)(O)O